(4-(methylthio)phenyl)boronic acid CSC1=CC=C(C=C1)B(O)O